CC1=CC=C(O1)C(C(=O)N1C(CCCC1)C=1NC=C(N1)C1=CC=CC=C1)C 2-(5-methylfuran-2-yl)-1-(2-(4-phenyl-1H-imidazol-2-yl)piperidin-1-yl)propan-1-one